(S)-3-(3,5-dimethoxyphenylethynyl)-4-(3-acrylamidopyrrolidin-1-yl)indole-7-carboxamide COC=1C=C(C=C(C1)OC)C#CC1=CNC2=C(C=CC(=C12)N1C[C@H](CC1)NC(C=C)=O)C(=O)N